1-(2-fluoro-5-iodobenzyl)-3-methoxypyridin-2(1H)-one FC1=C(CN2C(C(=CC=C2)OC)=O)C=C(C=C1)I